dodecyl 2-bromopropionate BrC(C(=O)OCCCCCCCCCCCC)C